ethyl 2-[(3-chloropyridin-2-yl) methyl]-8-methyl-4,5-dihydro-2H-furo[2,3-g]indazole-7-carboxylate ClC=1C(=NC=CC1)CN1N=C2C3=C(CCC2=C1)OC(=C3C)C(=O)OCC